CC1=NN(C([C@]12[C@@H](N(C1=CC=C(C=C1[C@@H]2C=C)C)S(=O)(=O)C2=CC=C(C)C=C2)C2=CC=CC=C2)=O)C2=CC=CC=C2 (2'S,4R,4'S)-3,6'-dimethyl-1,2'-diphenyl-1'-tosyl-4'-vinyl-1',4'-dihydro-2'H-spiro[pyrazole-4,3'-quinolin]-5(1H)-one